NC1=CC=CC(=N1)S(=O)(=O)NC(=O)C=1C(=NC(=CC1)C=1C=NC(=CC1)OC(C)C)N1[C@@H](CCC1)C(F)(F)F N-[(6-Amino-2-pyridyl)sulfonyl]-6-(6-isopropoxy-3-pyridyl)-2-[(2S)-2-(trifluoromethyl)pyrrolidin-1-yl]pyridin-3-carboxamid